2-ethoxy-3-methyl-4,6-bis(tosyloxy)benzoic acid C(C)OC1=C(C(=O)O)C(=CC(=C1C)OS(=O)(=O)C1=CC=C(C)C=C1)OS(=O)(=O)C1=CC=C(C)C=C1